5-(5,5-dimethyl-1,3,2-dioxaborolan-2-yl)-3-(2-methoxyethyl)-1,3-benzoxazol-2(3H)-one CC1(COB(O1)C=1C=CC2=C(N(C(O2)=O)CCOC)C1)C